N1(CCCC1)CCCNC(=O)OC(C(=O)OCCCCCCOC(C(CCCCCCCC)CCCCCC)=O)C(C(=O)OCCCCCCOC(C(CCCCCCCC)CCCCCC)=O)OC(NCCCN1CCCC1)=O Bis(6-((2-hexyldecanoyl)oxy)hexyl) 2,3-bis(((3-(pyrrolidin-1-yl)propyl)-carbamoyl)oxy)succinate